N-((6-methylpyridin-3-yl)methyl)-6-(5-methylthiophene-2-yl)quinazolin-4-amine CC1=CC=C(C=N1)CNC1=NC=NC2=CC=C(C=C12)C=1SC(=CC1)C